BrC1=CC=C(C=C1)C1(CCS(CC1)(=O)=O)NC(OCC[Si](C)(C)C)=O 2-(trimethylsilyl)ethyl (4-(4-bromophenyl)-1,1-dioxidotetrahydro-2H-thiopyran-4-yl)carbamate